3-(6-(hydroxymethyl)pyridin-2-yl)pyrrolidine-1-carboxylic acid tert-butyl ester C(C)(C)(C)OC(=O)N1CC(CC1)C1=NC(=CC=C1)CO